7-methoxy-1,3-dimethyl-1H-indazole-5-carboxylic acid ethyl ester C(C)OC(=O)C=1C=C2C(=NN(C2=C(C1)OC)C)C